C1N(CC12CCCC2)CCC=2C(=CC(N(C2)C(C(=O)N[C@@H](CC(=O)O)C=2C(=C(C=C(C2F)C)C2=C(C=CC=C2C)C)F)CC(C)C)=O)C(F)(F)F (3S)-3-(2-(5-(2-(2-azaspiro[3.4]octan-2-yl)ethyl)-2-oxo-4-(trifluoromethyl)pyridin-1(2H)-yl)-4-methylpentanamido)-3-(2,4-difluoro-2',5,6'-trimethyl-[1,1'-biphenyl]-3-yl)propanoic acid